N-hydroxy-7-(4-dimethylaminobenzoyl)-aminoheptanoamide ONC(C(CCCCCC(C1=CC=C(C=C1)N(C)C)=O)N)=O